ClC1=CC=C(N=N1)N1CCN(CC1)CC1=C2CN(C(C2=CC=C1)=O)C1C(NC(CC1)=O)=O 3-(4-((4-(6-chloropyridazin-3-yl)piperazin-1-yl)methyl)-1-oxoisoindolin-2-yl)piperidine-2,6-dione